C(=O)O.CN(C1CCN(CCC1)C1=C(C=NC=C1)C=1C=C2N(N=CC(=C2N[C@H]2COCC2)C(=NC2=C(C=C(C=C2)O)CC)N)C1)C 6-[4-[4-(dimethylamino)azepan-1-yl]-3-pyridyl]-N'-(2-ethyl-4-hydroxy-phenyl)-4-[[(3R)-tetrahydrofuran-3-yl]amino]pyrrolo[1,2-b]pyridazine-3-carboxamidine formic acid salt